BrCCOCCCC1COC(OC1)(C)C 5-(3-(2-bromoethoxy)propyl)-2,2-dimethyl-1,3-dioxane